(1R,2S,5S)-N-((1S)-1-Cyano-2-((3S)-2-oxopyrrolidin-3-yl)ethyl)-3-((2S)-3,3-dimethyl-2-(2,2,2-trifluoroacetamido)butanoyl)-6,6-dimethyl-3-azabicyclo[3.1.0]hexane-2-carboxamide C(#N)[C@H](C[C@H]1C(NCC1)=O)NC(=O)[C@@H]1[C@H]2C([C@H]2CN1C([C@H](C(C)(C)C)NC(C(F)(F)F)=O)=O)(C)C